CC1=CC(C(=NN1C1=CC=CC=C1)C(=O)N[C@@H]1C(NC2=C(O[C@@H]1C)C=CC=N2)=O)=O 6-methyl-N-((2R,3S)-2-methyl-4-oxo-2,3,4,5-tetrahydropyrido[3,2-b]-[1,4]oxazepin-3-yl)-4-oxo-1-phenyl-1,4-dihydropyridazine-3-carboxamide